1-(4-amino-7-(3-(1-aminoethyl)benzyl)-2-(ethoxymethyl)-1H-imidazo[4,5-c]quinolin-1-yl)-2-methylpropan-2-ol NC1=NC=2C=C(C=CC2C2=C1N=C(N2CC(C)(O)C)COCC)CC2=CC(=CC=C2)C(C)N